(S)-phenyl (4-(trifluoromethyl) phenyl) phosphate fluoride [F-].P(=O)(OC1=CC=CC=C1)(OC1=CC=C(C=C1)C(F)(F)F)[O-]